tert-Butyl (S)-4-((S)-2-((((9H-fluoren-9-yl)methoxy)carbonyl)amino)-4-(tert-butoxy)-4-oxobutanamido)-5-((2-chlorophenyl)amino)-5-oxopentanoate C1=CC=CC=2C3=CC=CC=C3C(C12)COC(=O)N[C@H](C(=O)N[C@@H](CCC(=O)OC(C)(C)C)C(=O)NC1=C(C=CC=C1)Cl)CC(=O)OC(C)(C)C